6-chloro-2-(3-(1,1-difluoro-2-methoxyethyl)-1H-1,2,4-triazol-5-yl)-3-(1H-imidazol-1-yl)-5-methoxy-1-methyl-1H-pyrrolo[3,2-b]pyridine ClC=1C=C2C(=NC1OC)C(=C(N2C)C2=NC(=NN2)C(COC)(F)F)N2C=NC=C2